2-(2,4-dimethoxyphenyl)-2-methyl-4-trimethylsiloxy-5-amino-3(2H)-furanone COC1=C(C=CC(=C1)OC)C1(OC(=C(C1=O)O[Si](C)(C)C)N)C